C(CCCCCCCCC(=O)O)(=O)O.CC1=C(C=CC=C1)C dimethylbenzene sebacate